C(CCCC=CC)=O 5-hepten-1-al